pyridinecarbonitrile hydrochloride Cl.N1=C(C=CC=C1)C#N